(2-(3,6-dimethoxy-5-pentylpyridin-2-yl)ethyl)carbamic acid tert-butyl ester C(C)(C)(C)OC(NCCC1=NC(=C(C=C1OC)CCCCC)OC)=O